6-fluoro-4-(4-fluorophenyl)-2H-chromene-3-carboxylic acid FC=1C=C2C(=C(COC2=CC1)C(=O)O)C1=CC=C(C=C1)F